FC=1C=CC(=NC1)C1=NN(C=C1C1=C2C(=NC=C1)NC=C2C)C 4-[3-(5-fluoro-2-pyridinyl)-1-methyl-pyrazol-4-yl]-3-methyl-1H-pyrrolo[2,3-b]pyridine